C(C1=CC=CC=C1)(=O)OC(CC)C(C(CC)(OC(C1=CC=CC=C1)=O)C)C 4,5-Dimethyl-3,5-Heptanediol Dibenzoate